1,3,5-tris(4-carbonylphenyl)benzene C(=O)=C1CC=C(C=C1)C1=CC(=CC(=C1)C1=CCC(C=C1)=C=O)C1=CCC(C=C1)=C=O